C(C1=CC=CC=C1)N1C(C2(C1)CC(N(CC2)CC)=O)=O 2-benzyl-7-ethyl-2,7-diazaspiro[3.5]nonane-1,6-dione